1,1,1,4,5,5,5-heptafluoro-4-(trifluoromethyl)-2-iodopenta-2-ene FC(C(=CC(C(F)(F)F)(C(F)(F)F)F)I)(F)F